C(C)[Si](O[C@@H]1[C@H]([C@H](O)O[C@@H]([C@H]1O)C(=O)[O-])O)(CC)CC 3-O-triethylsilyl-beta-D-glucopyranoseuronate